N-butenyl-ethylenediamine C(=CCC)NCCN